N=C1CNCO1 5-imino-oxazolidine